C1(CCCCCC1)NC(OC1=CC(=C(C=C1)O)C=1C=NC=C(C1)C1=NN=CN1COCC[Si](C)(C)C)=O 4-hydroxy-3-(5-(4-((2-(trimethylsilyl)ethoxy)methyl)-4H-1,2,4-triazol-3-yl)pyridin-3-yl)phenyl cycloheptylcarbamate